C(C)(C)(C)OC(=O)N1CCN(CC1)C1=NC2=CC=CC=C2C(=N1)C=1C=NC2=CC=CC=C2C1 4-(4-(quinolin-3-yl)quinazolin-2-yl)piperazine-1-carboxylic acid tert-butyl ester